NC=1C2=C(NC(N1)=O)SC(=C2C)C 4-amino-5,6-dimethyl-thieno[2,3-d]pyrimidin-2(1H)-one